undecano-tetracosaheptadecene C1=C(C=CC=CC=CC=CC=CC=CC=CC=CC=CC=CC=C)CC=CC=CC=CC=CC=C1